tert-Butyl (S)-3-((4-((3-chloro-2-fluorobenzyl)amino)pyrido[3,2-d]pyrimidin-6-yl)oxy)pyrrolidine-1-carboxylate ClC=1C(=C(CNC=2C3=C(N=CN2)C=CC(=N3)O[C@@H]3CN(CC3)C(=O)OC(C)(C)C)C=CC1)F